6-[5-amino-4-(trifluoromethyl)pyridin-2-yl]-7-fluoro-2-[(4S)-4-[[6-oxo-5-(trifluoromethyl)-1H-pyridazin-4-yl]amino]pentyl]isoquinolin-1-one NC=1C(=CC(=NC1)C=1C=C2C=CN(C(C2=CC1F)=O)CCC[C@H](C)NC=1C=NNC(C1C(F)(F)F)=O)C(F)(F)F